BrC1=CC=C2C(=NC(=NC2=C1F)Cl)N1CC2(CCO2)CCC1 6-(7-bromo-2-chloro-8-fluoroquinazolin-4-yl)-1-oxa-6-azaspiro[3.5]nonane